3-methylpyrrolo[1,2-c]pyrimidine-5-carboxylic acid ethyl ester C(C)OC(=O)C=1C=CN2C=NC(=CC21)C